N-((2-bromo-5-(hydroxymethyl)phenyl)methyl)-N-(5-((tert-butyl(dimethyl)silyl)oxymethyl)-3-pyridyl)carbamic acid tert-butyl ester C(C)(C)(C)OC(N(C=1C=NC=C(C1)CO[Si](C)(C)C(C)(C)C)CC1=C(C=CC(=C1)CO)Br)=O